tert-butyl 4-((3-(4-fluorobenzyl)-6-(trifluoromethyl)pyrazin-2-yl)amino)-3-methylpiperidine-1-carboxylate FC1=CC=C(CC=2C(=NC(=CN2)C(F)(F)F)NC2C(CN(CC2)C(=O)OC(C)(C)C)C)C=C1